ClC1=C(C#N)C=CC(=C1)N1CC2(CC1)CCN(CC2)C2=CC=C(C=C2)C(=O)N2CCCN(CCC2)C2CCN(CC2)C=2C=C1C(N(C(C1=CC2)=O)C2C(NC(CC2)=O)=O)=O 2-chloro-4-(8-(4-(5-(1-(2-(2,6-dioxopiperidin-3-yl)-1,3-dioxoisoindolin-5-yl)piperidin-4-yl)-1,5-diazacyclooctane-1-carbonyl)phenyl)-2,8-diazaspiro[4.5]Decan-2-yl)benzonitrile